C(CCCCN)N 1,5-pentandi-amine